5-ethynyl-3-fluoro-1H-indazole C(#C)C=1C=C2C(=NNC2=CC1)F